FC1=CC=C(C=C1)CCCCOC1=CC=C(C=C1)/C=C/C1=CC=CC=2C(C=C(OC21)C2=NN=NN2)=O (E)-8-[2-[4-[4-(4-fluorophenyl)butoxy]phenyl]vinyl]-2-(1H-tetrazol-5-yl)-4H-1-benzopyran-4-one